ClC1=C(N=C2N1C=CC(=C2)C(=O)O)C2=C(C=CC=C2F)C=2N=CN(C2F)C2CC2 3-chloro-2-(2-(1-cyclopropyl-5-fluoro-1H-imidazol-4-yl)-6-fluorophenyl)imidazo[1,2-a]pyridine-7-carboxylic acid